5-(2-((4-(trifluoromethyl)phenyl)amino)phenyl)-1,3,4-oxadiazole FC(C1=CC=C(C=C1)NC1=C(C=CC=C1)C1=NN=CO1)(F)F